(rac)-N-(1-(3-(thiazol-2-yl)pyrazin-2-yl)ethyl)-3,5-bis(trifluoromethyl)benzamide S1C(=NC=C1)C=1C(=NC=CN1)[C@@H](C)NC(C1=CC(=CC(=C1)C(F)(F)F)C(F)(F)F)=O |r|